1,4-bis(4-aminophenoxy)-2,5-bis(4-phenylbenzoyl)benzene NC1=CC=C(OC2=C(C=C(C(=C2)C(C2=CC=C(C=C2)C2=CC=CC=C2)=O)OC2=CC=C(C=C2)N)C(C2=CC=C(C=C2)C2=CC=CC=C2)=O)C=C1